tert-butyl 4-(amino-methyl)piperidine-1-carboxylate NCC1CCN(CC1)C(=O)OC(C)(C)C